C(C)OC(C[C@H](C1=CC(=C(C=C1)C)CN1C[C@H](OC2=C(C1)N=C(C=C2)O)C(C)C)C2=C(C1=C(N(N=N1)C)C=C2)C)=O (R)-3-(1,4-dimethyl-1H-benzo[d][1,2,3]triazol-5-yl)-3-(3-(((R)-7-hydroxy-2-isopropyl-2,3-dihydropyrido[2,3-f][1,4]oxazepin-4(5H)-yl)methyl)-4-methylphenyl)propanoic acid ethyl ester